N-[4-(3-chlorophenoxy)-3-fluoro-5-sulfamoylphenyl]-2-[2-(difluoromethyl)phenyl]acetamide ClC=1C=C(OC2=C(C=C(C=C2S(N)(=O)=O)NC(CC2=C(C=CC=C2)C(F)F)=O)F)C=CC1